ClC1=CN=C2C(=N1)N(N=C2C(=O)N)[C@H](C)C2=C(C=C(C=C2)Cl)Cl (R)-6-chloro-1-(1-(2,4-dichlorophenyl)ethyl)-1H-pyrazolo[3,4-b]pyrazine-3-carboxamide